2-(2-hydroxy-3-α-cumyl-5-t-octylphenyl)-2H-benzotriazole OC1=C(C=C(C=C1C(C)(C)C1=CC=CC=C1)C(C)(C)CC(C)(C)C)N1N=C2C(=N1)C=CC=C2